4-thiacyclohexaborane B1BBSBB1